CC1(CCN(CC1)C=1C=C(C=CC1[N+](=O)[O-])N1CCN(CC1)C)C 1-(3-(4,4-Dimethylpiperidin-1-yl)-4-nitrophenyl)-4-methylpiperazine